FC1(CN(C1)C1=CC=C2C(NN=C(C2=C1)CC=1C=CC(=C(C(=O)N2CCN(CC2)C2=NC=C(C#N)C=C2)C1)F)=O)F 6-(4-(5-((7-(3,3-Difluoroazetidin-1-yl)-4-oxo-3,4-dihydrophthalazin-1-yl)methyl)-2-fluorobenzoyl)piperazin-1-yl)nicotinonitrile